C(C)(C)(C)OC(NC1=CC(=CC=2N=C(N=NC21)N)Cl)=O (3-amino-6-chlorobenzo[e][1,2,4]triazin-8-yl)carbamic acid tert-butyl ester